FC(CN1C(=NC=2C1=NC(=CN2)C2=CNC=1N=C(N=CC12)NC1CC(C1)(O)C)C)F 3-((5-(1-(2,2-difluoroethyl)-2-methyl-1H-imidazo[4,5-b]pyrazin-6-yl)-7H-pyrrolo[2,3-d]pyrimidin-2-yl)amino)-1-methylcyclobutan-1-ol